C(C)OC(CCC(=O)C1=NC(=CC(=C1O)C#N)C1=C(C(=CC=C1)OC)Cl)=O 4-[6-(2-chloro-3-methoxy-phenyl)-4-cyano-3-hydroxy-pyridin-2-yl]-4-oxo-butyric acid ethyl ester